4-(6-(6-(5-ethynylpyridinoyl)-3,6-diazabicyclo[3.1.1]heptan-3-yl)pyridin-3-yl)-6-(1-methyl-1H-pyrazol-4-yl)pyrazolo[1,5-a]pyridine-3-carbonitrile C(#C)C=1C=CC(=NC1)C(=O)N1C2CN(CC1C2)C2=CC=C(C=N2)C=2C=1N(C=C(C2)C=2C=NN(C2)C)N=CC1C#N